BrC(C(=O)C1=C(C=C(C=C1)F)Br)CC=1C=NN(C1)CC 2-bromo-1-(2-bromo-4-fluorophenyl)-3-(1-ethyl-1H-pyrazol-4-yl)propan-1-one